3-(1,6-dimethyl-1H-pyrazolo[3,4-b]pyridin-5-yl)piperidine-2,6-dione CN1N=CC=2C1=NC(=C(C2)C2C(NC(CC2)=O)=O)C